N-(3-imino-3-(methoxyamino)propyl)-1-methyl-4-(1-methyl-4-nitro-1H-pyrrole-2-carboxamido)-1H-pyrrole-2-carboxamide N=C(CCNC(=O)C=1N(C=C(C1)NC(=O)C=1N(C=C(C1)[N+](=O)[O-])C)C)NOC